tert-butyl 4-(6-bromo-1-methyl-1H-indazol-3-yl)-4-cyanovalerate BrC1=CC=C2C(=NN(C2=C1)C)C(CCC(=O)OC(C)(C)C)(C)C#N